COC(\C=C\C1=CC=C(C=C1)C1(CCNCC1)NC(=O)OCC[Si](C)(C)C)=O (E)-3-(4-(4-{[(2-(trimethylsilyl)ethoxy)carbonyl]amino}Piperidin-4-yl)phenyl)prop-2-enoic acid methyl ester